5-chloro-3-(2-(4-(2-fluorophenyl)piperazin-1-yl)-2-oxoethyl)-1H-indole-2-carboxylic acid ClC=1C=C2C(=C(NC2=CC1)C(=O)O)CC(=O)N1CCN(CC1)C1=C(C=CC=C1)F